ClC1=C(C=C(C=C1)Cl)NS(=O)=O 2,5-dichloro-N-phenylsulfonamide